N-(2,6-dimethylphenyl)alanine methyl ester COC([C@@H](NC1=C(C=CC=C1C)C)C)=O